1-(p-tolyl)-2-(trifluoromethyl)-3H-cyclopenta[c]quinolin-3-one C1(=CC=C(C=C1)C1=C(C(C=2C=NC=3C=CC=CC3C21)=O)C(F)(F)F)C